C(C)OC(=O)C1=CNC2=C1NC=NC2=O 4,5-dihydro-4-oxo-1H-pyrrolo[3,2-D]pyrimidine-7-carboxylic acid ethyl ester